5-thiomorpholinylindole N1(CCSCC1)C=1C=C2C=CNC2=CC1